FC=1C=CC2=C(C(=C(O2)C(C(C)C)NC(NC=2C=C(C=CC2)S(=O)(=O)N)=O)C)C1 3-(3-(1-(5-fluoro-3-methylbenzofuran-2-yl)-2-methylpropyl)ureido)benzenesulfonamide